C(C1=CC=CC=C1)OC=1N=C2N(C(C1C)=O)C=C(C=C2[C@@H](C)NC2=C(C(=O)[O-])C=CC=C2)C (R)-2-((1-(2-(benzyloxy)-3,7-dimethyl-4-oxo-4H-pyrido[1,2-a]pyrimidin-9-yl)ethyl)amino)benzoate